5-bromo-2-hydrazineylidene-3-methyl-1,2-dihydropyridine BrC=1C=C(C(NC1)=NN)C